5-(5-phenylthiophene-2-sulfonylamino)thiazole-4-carboxylic acid C1(=CC=CC=C1)C1=CC=C(S1)S(=O)(=O)NC1=C(N=CS1)C(=O)O